OC=1C=CC2=C(C(=C(O2)C)C(=O)NC2=CC=CC=C2)C1 5-hydroxy-2-methyl-N-phenylbenzofuran-3-carboxylic acid amide